1,2-bis(bromomethyl)-3-iodobenzene BrCC1=C(C(=CC=C1)I)CBr